FC1=C2C=CN(C2=CC(=C1)F)C=1SC(=C2C1C[C@H]([C@H]2O)F)S(=O)(=O)C (4S,5R)-1-(4,6-difluoroindol-1-yl)-5-fluoro-3-(methylsulfonyl)-5,6-dihydro-4H-cyclopenta[c]thiophen-4-ol